NC1=C(C(=NN1C1CCCC1)C1=CC(=C(C=C1)CNC(C1=C(C=CC(=C1)F)OC)=O)F)C(=O)N 5-amino-1-cyclopentyl-3-[3-fluoro-4-[[(5-fluoro-2-methoxybenzoyl)amino]methyl]phenyl]pyrazole-4-carboxamide